N(N)C(=O)C=1C=CC(=NC1)CN(S(=O)(=O)C)C1=CC(=CC=C1)C(F)(F)F N-((5-(hydrazinecarbonyl)pyridin-2-yl)methyl)-N-(3-(trifluoromethyl)phenyl)methanesulfonamide